N-[(2S)-4-methyl-1-[[(4S,7R)-7-methyl-3-oxo-1-pyridin-2-ylsulfonyl-azepan-4-yl]amino]-1-oxopent-2-yl]-1-benzofuran-2-carboxamide CC(C[C@@H](C(=O)N[C@@H]1C(CN([C@@H](CC1)C)S(=O)(=O)C1=NC=CC=C1)=O)NC(=O)C=1OC2=C(C1)C=CC=C2)C